C[C@@H]1C(OB(OC[C@H](S1)C)[C@H](CC(C)C)NC([C@H]([C@@H](C)O)NC(C1=NC(=CC=C1)C1=CC=CC=C1)=O)=O)=O N-((2S,3R)-1-(((R)-1-((5R,7R)-5,7-dimethyl-4-oxo-1,3,6,2-dioxathiaborocan-2-yl)-3-methylbutyl)amino)-3-hydroxy-1-oxobutan-2-yl)-6-phenylpicolinamide